C(C)C1=C(C=C(C(=C1)O)F)C1=CC=C2C(=NNC2=C1)C=1NC=C(N1)CNS(=O)(=O)C(C)C N-((2-(6-(2-Ethyl-5-Fluoro-4-Hydroxyphenyl)-1H-Indazol-3-yl)-1H-Imidazol-4-yl)methyl)propan-2-Sulfonamid